N-[(4S)-chroman-4-yl]-7-fluoro-4-(3-fluorocyclobutyl)-8-[2,3,5-tris(fluoro)phenyl]quinoline-3-carboxamide O1CC[C@@H](C2=CC=CC=C12)NC(=O)C=1C=NC2=C(C(=CC=C2C1C1CC(C1)F)F)C1=C(C(=CC(=C1)F)F)F